C(C)CC(CC(=O)[O-])=O.C(CCC)OCC(CC(=O)[O-])=O.[Zr+2] zirconium monobutyloxylacetoacetate (ethylacetoacetate)